4-bromo-N-(2-(4-bromophenyl)-2-carbonylethyl)-1H-pyrrole-2-carboxamide BrC=1C=C(NC1)C(=O)NCC(=C=O)C1=CC=C(C=C1)Br